E-5-amino-4-(4-amino-5-bromo-1-oxoisoindolin-2-yl)-5-oxopentanoic acid tert-butyl ester C(C)(C)(C)OC(CCC(C(=O)N)N1C(C2=CC=C(C(=C2C1)N)Br)=O)=O